CC(CN1NC2=CC=C(C=C2C1)B1OC(C(O1)(C)C)(C)C)(C)O 2-Methyl-1-(5-(4,4,5,5-tetramethyl-1,3,2-dioxaborolane-2-yl)-1H-indazol-2-yl)propan-2-ol